BrC=1C(=NC(=C(C1)C)C1=CC(=CC=C1)F)N 3-bromo-6-(3-fluorophenyl)-5-methyl-pyridin-2-amine